Methyl 4-(3-chloro-6-ethoxy-2-fluoro-5-((R)-1-hydroxyethyl)phenyl)-2-oxopyrrolidine-3-carboxylate ClC=1C(=C(C(=C(C1)[C@@H](C)O)OCC)C1C(C(NC1)=O)C(=O)OC)F